BrC=1C=C(C=CC1F)[C@@H]1CN2[C@H](CO1)CN(CC2)C(=O)C2=C(C(=CC=C2)OC)Cl [(3R,9aS)-3-(3-bromo-4-fluoro-phenyl)-3,4,6,7,9,9a-hexahydro-1H-pyrazino[2,1-c][1,4]oxazin-8-yl]-(2-chloro-3-methoxy-phenyl)methanone